(methoxymethyl)nicotinonitrile COCC1=C(C#N)C=CC=N1